tert-butyl 6-(6,7-dichloro-1-(2-isopropyl-4-methylpyridin-3-yl)-2-oxo-1,2-dihydropyrido[2,3-d]pyrimidin-4-yl)-2,6-diazaspiro[3.3]heptane-2-carboxylate ClC1=CC2=C(N(C(N=C2N2CC3(CN(C3)C(=O)OC(C)(C)C)C2)=O)C=2C(=NC=CC2C)C(C)C)N=C1Cl